BrC1=CC(=C(C(=O)N)C=C1)NC(=O)NC1=CC(=CC(=C1)F)Cl 4-bromo-2-[3-(3-chloro-5-fluorophenyl)ureido]benzamide